7-(1-ethyl-propyl)-2,5-dimethyl-pyrazolo[1,5-a]Pyrimidine C(C)C(CC)C1=CC(=NC=2N1N=C(C2)C)C